4-fluoro-2-((5-methyl-2-(4-(trifluoromethyl)phenyl)-1H-imidazol-1-yl)methyl)phenol FC1=CC(=C(C=C1)O)CN1C(=NC=C1C)C1=CC=C(C=C1)C(F)(F)F